C1=NC=C(C2=CC=CC=C12)N1C(N(C[C@@H]1C#N)C=1C(=NC(=CC1)C(F)(F)F)OC)=O |r| Racemic-3-(isoquinolin-4-yl)-1-(2-methoxy-6-(trifluoromethyl)pyridin-3-yl)-2-oxoimidazoline-4-carbonitrile